C(#N)C=1C(C(OC1C(C#N)C#N)C=CC1=CC=C(C=C1)NC(=O)N)(C)C (4-(2-(4-cyano-5-(dicyanomethyl)-3,3-dimethyl-2,3-dihydrofuran-2-yl)vinyl)phenyl)urea